tert-butyl (2S)-2-((3S,5R,6S)-3-allyl-5-(3-chlorophenyl)-6-(4-chlorophenyl)-2-oxopiperidin-1-yl)butanoate C(C=C)[C@@H]1C(N([C@@H]([C@H](C1)C1=CC(=CC=C1)Cl)C1=CC=C(C=C1)Cl)[C@H](C(=O)OC(C)(C)C)CC)=O